C(C1=CC=CC=C1)(=O)N[C@H](C(=O)NC1=CC(=C(C(=O)O)C=C1)O)CC1=CC=C(C=C1)O (S)-4-(2-benzoylamino-3-(4-hydroxyphenyl)propionylamino)-2-hydroxybenzoic acid